C1C(CCCCCCC(=O)O)=C1CCCCCCCC 8,9-Methyleneheptadec-8-enoic acid